[Si](C)(C)(C(C)(C)C)C([C@@H]1[C@H]([C@H]([C@@H](O1)N1C(=O)NC(=O)C=C1)O)O)O 5'-t-butyldimethylsilyluridine